FC1(C(C1)C1=CC=CC(=N1)C(=O)NC=1C(=C(C=2N(C1)C=C(N2)C2CCNCC2)F)C(C)(C)O)F 6-(2,2-Difluorocyclopropyl)-N-(8-fluoro-7-(2-hydroxypropan-2-yl)-2-(piperidin-4-yl)imidazo(1,2-a)pyridin-6-yl)pyridineamide